C(C)OC=1C=2N(C=C(N1)C(=O)NC=1C(=NC=CC1)OC)C=C(N2)[C@@]21CO[C@@](CC2)(C1)C 8-ethoxy-N-(2-methoxypyridin-3-yl)-2-((1S,4R)-1-methyl-2-oxabicyclo[2.2.1]hept-4-yl)imidazo[1,2-a]pyrazine-6-carboxamide